N-(n-butyl)acrylamide C(CCC)NC(C=C)=O